tricopper-aluminum [Al].[Cu].[Cu].[Cu]